4-(methylsulfonyl)-N-(2-(piperidin-1-yl)benzyl)benzenesulfonamide CS(=O)(=O)C1=CC=C(C=C1)S(=O)(=O)NCC1=C(C=CC=C1)N1CCCCC1